7-amino-3-(2,6-difluoro-3,5-dimethoxyphenyl)-1-methyl-8-pyridin-4-yl-3,4-dihydropyrido[4,3-d]pyrimidin-2(1H)-one NC1=C(C=2N(C(N(CC2C=N1)C1=C(C(=CC(=C1F)OC)OC)F)=O)C)C1=CC=NC=C1